CC=1C=C(C=C(C1CC=1C=C2C3(C(NC2=CC1)=O)CC3)C)NC(C(F)(F)F)=O (3,5-dimethyl-4-((2'-oxospiro[cyclopropane-1,3'-indolin]-5'-yl)methyl)phenyl)-2,2,2-trifluoroacetamide